C1(CCCCC1)C(=O)C(C(=O)O)CCCCN cyclohexane-1-carbonyl-[6-aminohexanoic acid]